2-amino-4-fluoro-3-methoxyphenylethan-1-one NC1=C(C=CC(=C1OC)F)C(C)=O